[NH4+].C(CCCCCCCCCCCCCCCCC)(=O)[O-].C(CCCCCCCCCCCCCCCCC)(=O)[O-].[K+].[K+] dipotassium distearate ammonium